NC1=C(C=C(C=C1)Cl)CC(CC(=O)O)OC 4-(2-amino-5-chlorophenyl)-3-methoxybutanoic acid